OC(C(C)C1NCC2C1CC(C2)(O)C2=CC=CC=C2)C2=CC=C(C=C2)O (1-hydroxy-1-(4-hydroxyphenyl)propan-2-yl)-5-phenyloctahydrocyclopenta[c]pyrrol-5-ol